3-(methoxymethyl)isoxazole-4-carboxamide tert-butyl-(R)-4-(2-methyl-4-((1-(2-methyl-3-(trifluoromethyl)phenyl)ethyl)amino)quinolin-6-yl)piperazine-1-carboxylate C(C)(C)(C)OC(=O)N1CCN(CC1)C=1C=C2C(=CC(=NC2=CC1)C)N[C@H](C)C1=C(C(=CC=C1)C(F)(F)F)C.COCC1=NOC=C1C(=O)N